OC1CCN(CC1)C=1C=CC(=NC1)NC1=CC(=NC=2C=CNC(C12)=O)C1=NNC=C1C 4-[[5-(4-hydroxy-1-piperidyl)-2-pyridyl]amino]-2-(4-methyl-1H-pyrazol-3-yl)-6H-1,6-naphthyridin-5-one